(S)-1-(1H-benzo[d]imidazol-6-yl)-4-phenylazetidin-2-one N1C=NC2=C1C=C(C=C2)N2C(C[C@H]2C2=CC=CC=C2)=O